1-(7-bromo-5-hydroxy-2,3-dihydrobenzo[b][1,4]dioxin-6-yl)ethan-1-one BrC=1C(=C(C2=C(OCCO2)C1)O)C(C)=O